CN(C(=O)COC(NC1CCN(CC1)C)=O)CC(NC=1SC2=C(N1)C=CC(=C2)OC(F)(F)F)=O [methyl({[6-(trifluoromethoxy)-1,3-benzothiazol-2-yl]carbamoyl}methyl)carbamoyl]methyl-N-(1-methylpiperidin-4-yl)carbamate